NC1CC=C(CC1)C1=C2CN(C(C2=CC=C1)=O)C1C(NC(CC1)=O)=O 3-(4-(4-aminocyclohex-1-en-1-yl)-1-oxoisoindolin-2-yl)piperidine-2,6-dione